C(#N)C1=NN(C2=CC(=CC=C12)C(C)NS(=O)C(C)(C)C)C N-(1-(3-cyano-1-methyl-1H-indazol-6-yl)ethyl)-2-methylpropan-2-sulfinamide